C(C1=CC=CC=C1)NC1=CC=C2C3=C(NC2=C1OCCN(C)C)N=CC=C3 N-benzyl-8-(2-(dimethylamino)ethoxy)-9H-pyrido[2,3-b]indol-7-amine